N1=CN=CC(=C1)C1=CN(C2=NC=CC(=C21)N2CC(CCC2)NC(OC(C)(C)C)=O)COCC[Si](C)(C)C tert-butyl N-[1-[3-pyrimidin-5-yl-1-(2-trimethylsilylethoxymethyl) pyrrolo[2,3-b]pyridin-4-yl]-3-piperidyl]carbamate